FC=1C=C(C=CC1)NC1=NC(=NC(=C1C(F)(F)F)OC)C1=NC=CC=C1 N-(3-fluorophenyl)-6-methoxy-2-(2-pyridyl)-5-(trifluoromethyl)-4-pyrimidylamine